FC1=CC(=C(C=C1)N1C(=C(C=2C1=CN=CC2)C(=O)C2CCN(CC2)C(=O)[C@@H]2[C@H]1C[C@H]1CN2C(=O)OC(C)(C)C)C)C=2C=NC=CC2C(C)C tert-Butyl (1S,2S,5R)-2-(4-(1-(4-fluoro-2-(4-isopropylpyridin-3-yl)phenyl)-2-methyl-1H-pyrrolo[2,3-c]pyridine-3-carbonyl)piperidine-1-carbonyl)-3-azabicyclo[3.1.0]-hexane-3-carboxylate